C1(=C(C=CC=C1)C=1C=2C=C(CC2C=C2CCCC12)C)C1=CC=CC=C1 8-([1,1'-biphenyl]-2-yl)-6-methyl-1,2,3,5-tetrahydro-s-indacene